2-acetamido-4-(7,7-difluoro-2-((2S,3R)-3-hydroxy-2-methylazetidin-1-yl)-6,7-dihydro-5H-cyclopenta[d]pyrimidin-4-yl)benzamide C(C)(=O)NC1=C(C(=O)N)C=CC(=C1)C=1C2=C(N=C(N1)N1[C@H]([C@@H](C1)O)C)C(CC2)(F)F